C(C1=CC=CC=C1)(C1=CC=CC=C1)(C1=CC=CC=C1)N1N=C(C=C1)C=NO 1-tritylpyrazole-3-carbaldehyde oxime